C1(=CC=CC=C1)N1C(=NC(=C1)CCCCCNC1=CC=CC=C1)C1=C(C(=O)N)C=CC=C1C=1C=NNC1 (1-phenyl-4-(5-(phenylamino)pentyl)-1H-imidazol-2-yl)-3-(1H-pyrazol-4-yl)benzamide